N'-(6-chloro-2-hydroxybenzylidene)-2-(3-fluorophenoxy)propionyl-hydrazine octyl-2-(3-tert-butyl-2-hydroxy-5-octyloxyphenyl)-2H-benzotriazole-5-carboxylate C(CCCCCCC)OC(=O)C1=CC=2C(=NN(N2)C2=C(C(=CC(=C2)OCCCCCCCC)C(C)(C)C)O)C=C1.ClC1=CC=CC(=C1C=NNC(C(C)OC1=CC(=CC=C1)F)=O)O